C(C)(=O)N1CCC(CC1)NS(=O)(=O)C1=CC(=C(C=C1F)NC(C1=C(C=CC=C1)C)=O)Cl N-(4-(N-(1-acetyl-piperidin-4-yl)sulfamoyl)-2-chloro-5-fluoro-phenyl)-2-methylbenzamide